N1C(=NC2=C1C=CC=C2)CCCN(CCC=2SC=C(N2)C(=O)OCC)C(=O)OC(C)(C)C ethyl 2-(2-{[3-(1H-1,3-benzodiazol-2-yl) propyl] [(tert-butoxy) carbonyl] amino} ethyl)-1,3-thiazole-4-carboxylate